C1=CC=CC2=CC(=CC=C12)S(=O)(=O)O naphthalene-6-sulphonic acid